4-(2,6-dimethylphenoxy)-2,6-dimethylphenol CC1=C(OC2=CC(=C(C(=C2)C)O)C)C(=CC=C1)C